C(=O)OCC(CCCC)CC 2-ethylhexyl formate